3-(5-(((1-(3-(2,3-dichlorophenyl)-1H-pyrazolo[3,4-b]pyrazin-6-yl)-4-methylpiperidin-4-yl)amino)methyl)-4-fluoro-1-oxoisoindolin-2-yl)piperidine-2,6-dione ClC1=C(C=CC=C1Cl)C1=NNC2=NC(=CN=C21)N2CCC(CC2)(C)NCC=2C(=C1CN(C(C1=CC2)=O)C2C(NC(CC2)=O)=O)F